tris(aminoethyl)stannane NCC[SnH](CCN)CCN